2-(2-fluorophenyl)-1,4-diphenylbutane-1,4-dione FC1=C(C=CC=C1)C(C(=O)C1=CC=CC=C1)CC(=O)C1=CC=CC=C1